2-(2-fluoro-5-iodophenyl)acetaldehyde FC1=C(C=C(C=C1)I)CC=O